arachidonyl-behenylamine C(CCC\C=C/C\C=C/C\C=C/C\C=C/CCCCC)NCCCCCCCCCCCCCCCCCCCCCC